OCCSC1=C(C=CC=C1)CC=1C(=NN(C1)C)C(=O)OC methyl 4-[[2-(2-hydroxyethylsulfanyl)phenyl]methyl]-1-methyl-pyrazole-3-carboxylate